CC=1C(=NC(=NC1)NC1=CC=C(C=C1)N1CCS(CC1)(=O)=NC(OC(C)(C)C)=O)C1=CN(C2=CC(=CC=C12)C)C1OCCCC1 tert-butyl N-[4-[4-[[5-methyl-4-(6-methyl-1-tetrahydropyran-2-yl-indol-3-yl)pyrimidin-2-yl]amino]phenyl]-1-oxo-1,4-thiazinan-1-ylidene]carbamate